COC1=NN(C=C1C1=C(C=2C(=NC=C3C2N(C(N3C)=O)C3CCOCC3)N1)C=1C=C3C=NN(C3=CC1)C([2H])([2H])[2H])C 7-(3-Methoxy-1-methyl-1H-pyrazol-4-yl)-3-methyl-8-(1-(methyl-d3)-1H-indazol-5-yl)-1-(tetrahydro-2H-pyran-4-yl)-3,6-dihydroimidazo[4,5-d]pyrrolo[2,3-b]pyridin-2(1H)-on